(3-(4-fluorophenyl)azetidin-1-yl)(5-(2,4,5-trifluoro-3-hydroxyphenyl)-1,2,4-oxadiazol-3-yl)methanone FC1=CC=C(C=C1)C1CN(C1)C(=O)C1=NOC(=N1)C1=C(C(=C(C(=C1)F)F)O)F